Di(t-butylperoxy)diisopropylbenzene Methyl-4-((9aS)-2-((5-methoxy-7-methyl-1-tosyl-1H-indol-4-yl)methyl)-1,4-dioxooctahydro-2H-pyrido[1,2-a]pyrazin-3-yl)benzoate COC(C1=CC=C(C=C1)C1N(C([C@H]2N(C1=O)CCCC2)=O)CC2=C1C=CN(C1=C(C=C2OC)C)S(=O)(=O)C2=CC=C(C)C=C2)=O.C(C)(C)(C)OOC2=C(C(=C(C=C2)C(C)C)C(C)C)OOC(C)(C)C